Cl.CN(CCCN=C=NCC)C 1-(3'-dimethylaminopropyl)-3-ethylcarbodiimide hydrochloride